O=C1NC(CCC1C1=NN(C2=CC(=C(C=C12)F)N1CCN(CC1)CCC1CCN(CC1)NC(OC(C)(C)C)=O)C)=O tert-butyl N-[4-[2-[4-[3-(2,6-dioxo-3-piperidyl)-5-fluoro-1-methyl-indazol-6-yl]piperazin-1-yl]ethyl]-1-piperidyl]carbamate